C1(=CC=CC=C1)N1C2=CC=CC=C2C=2C=C(C=CC12)C=1C=CC=2N(C3=CC=CC=C3C2C1)C=1C=C(C=CC1)C1=NC=NC2=C3C(=CC=C12)C=CC=C3 4-{3-[3-(N-phenyl-9H-carbazol-3-yl)-9H-carbazol-9-yl]phenyl}benzo[H]quinazoline